Boc-p-cyano-L-phenylalanine C(=O)(OC(C)(C)C)N[C@@H](CC1=CC=C(C=C1)C#N)C(=O)O